ClC1=CC=C(CN2[C@]3(CCN(C3)C(=O)NCC)C(N(CC2=O)C(C)C)=O)C=C1 (S)-6-(4-chlorobenzyl)-N-ethyl-9-isopropyl-7,10-dioxo-2,6,9-triazaspiro-[4.5]decane-2-carboxamide